5-(5-Nitro-2-[(3R)-3-(morpholinomethyl)-3,4-dihydro-2(1H)-isoquinolinyl]carbonylphenyl)-N3-(1H-indazol-5-yl)-N3-(2-cyanobenzyl)-1,2-dimethyl-1H-pyrrole-3-carboxamide [N+](=O)([O-])C=1C=CC(=C(C1)C1=CC(=C(N1C)C)C(=O)N(CC1=C(C=CC=C1)C#N)C=1C=C2C=NNC2=CC1)C(=O)N1CC2=CC=CC=C2C[C@@H]1CN1CCOCC1